FC1=CC=C(C=C1)N1N=C(N=C1C1=CC=C(C=C1)C(C)C)CN1CCCCCC1 ((1-(4-fluorophenyl)-5-(4-isopropylphenyl)-1H-1,2,4-triazol-3-yl)methyl)azepane